CC(=O)C1CCC(CC1)C(=O)OC methyl (1r,4r)-4-acetylcyclohexane-1-carboxylate